3-((1S,4S)-2-oxa-5-azabicyclo[2.2.1]heptan-5-yl)-2-nitroaniline [C@@H]12OC[C@@H](N(C1)C=1C(=C(N)C=CC1)[N+](=O)[O-])C2